5-fluoro-4-(3-isopropyl-2-methyl-2H-indazol-5-yl)-N-(5-piperazin-1-yl-2-pyridinyl)pyrimidin-2-amine FC=1C(=NC(=NC1)NC1=NC=C(C=C1)N1CCNCC1)C1=CC2=C(N(N=C2C=C1)C)C(C)C